C(C)N1C=C(C(C2=C1N=C(N=C2)N2CCNCC2)=O)C(=O)O 8-ethyl-5-oxo-2-(piperazin-1-yl)-5,8-dihydropyrido[2,3-d]pyrimidine-6-carboxylic acid